FC=1C=C(C(=NC1)CN(C(C(=O)OCC(F)(F)F)=O)CC1=NC=C(C=C1)F)C 2,2,2-trifluoroethyl 2-[(5-fluoro-3-methyl-2-pyridyl)methyl-[(5-fluoro-2-pyridyl)methyl]amino]-2-oxo-acetate